FC=1C=C(C=C(C1)F)C1=NO[C@](C1)(C(=O)N[C@@H]1C[C@@H](OC1)C(=O)OC)C=C |o1:16,18| Methyl (2R*,4R*)-4-[[(5S)-3-(3,5-difluorophenyl)-5-vinyl-4H-isoxazole-5-carbonyl]amino]tetrahydro-furan-2-carboxylate